S1C(=NC2=C1C=CC=C2)OC2=C(CN1CCCC13CCN(CC3)C(=O)OC(C(F)(F)F)C(F)(F)F)C=CC(=C2)C(F)(F)F 1,1,1,3,3,3-hexafluoropropan-2-yl 1-(2-(benzo[d]thiazol-2-yloxy)-4-(trifluoromethyl) benzyl)-1,8-diazaspiro[4.5]decane-8-carboxylate